FC=1C(=C(C=CC1)C=1C=C2C(=NN1)NCC1(N2CCN(C1)C=O)C)O (2-(3-fluoro-2-hydroxyphenyl)-6a-methyl-5,6,6a,7,9,10-hexahydro-8H-pyrazino[1',2':4,5]pyrazino[2,3-c]pyridazin-8-yl)methanone